tert-butyl N-(8-[[2-(2,6-dioxopiperidin-3-yl)-1,3-dioxo-2,3-dihydro-1H-isoindol-5-yl]amino]octyl)carbamate O=C1NC(CCC1N1C(C2=CC=C(C=C2C1=O)NCCCCCCCCNC(OC(C)(C)C)=O)=O)=O